4-iodo-2-methyl-1-((2-(trimethylsilyl)ethoxy)methyl)-1,2-dihydro-3H-pyrazole-3-one IC=1C(N(N(C1)COCC[Si](C)(C)C)C)=O